[1-(5-bromo[1,2,4]triazolo[1,5-a]pyridin-7-yl)-3-methylcyclobutyl]{2-[(methylamino)thioxomethyl]diazepinyl}methanone BrC1=CC(=CC=2N1N=CN2)C2(CC(C2)C)C(=O)C=2N(N=CC=CC2)C(=S)NC